3-(chloromethyl)-1-(2,4-difluorophenyl)pyrazole ClCC1=NN(C=C1)C1=C(C=C(C=C1)F)F